2-(4-bromopyridin-2-yl)-2-propanol BrC1=CC(=NC=C1)C(C)(C)O